dichloromethane trichloroacetate ClC(C(=O)O)(Cl)Cl.ClCCl